OCCC(CO)(CO)NC(C(C)(C)N=NC(C)(C)C(NC(CCO)(CO)CO)=O)=O N-(3-Hydroxy-1,1-bis-hydroxymethylpropyl)-2-[1-(3-hydroxy-1,1-bis-hydroxymethyl-propylcarbamoyl)-1-methyl-ethylazo]-2-methylpropionamid